5-Amino-1-isopropyl-3-[5-(1-[[5-(4,4,4-trifluoro-2-methylbutan-2-yl)-1,2-oxazol-3-yl]carbamoyl]ethyl)pyridin-2-yl]pyrazole-4-carboxamide NC1=C(C(=NN1C(C)C)C1=NC=C(C=C1)C(C)C(NC1=NOC(=C1)C(C)(CC(F)(F)F)C)=O)C(=O)N